Cis-5-(5-(1H-pyrazol-4-yl)thiazol-2-yl)-N-(3-chloro-4-fluorophenyl)-2-methyl-1,2,6-thiadiazinane-3-carboxamide 1,1-dioxide N1N=CC(=C1)C1=CN=C(S1)[C@@H]1C[C@@H](N(S(N1)(=O)=O)C)C(=O)NC1=CC(=C(C=C1)F)Cl